C=CC1=CC=C(C=C1)S(=O)(=O)[O-].[Na+].O=C1NC(CCC1N1CC2=CC=C(C=C2C1=O)CCC(=O)NC1=CC=C(C=C1)C1=CC=CC=C1)=O 3-[2-(2,6-dioxo-hexahydropyridin-3-yl)-3-oxo-2,3-dihydro-1H-isoindol-5-yl]-N-(4-biphenylyl)propanamide Sodium 4-Styrenesulfonate